3-amino-4-(2-chloro-5-fluorophenyl)-5-(4-methoxybenzyl)-4,5-Dihydrothiophene NC1=CSC(C1C1=C(C=CC(=C1)F)Cl)CC1=CC=C(C=C1)OC